2-((2S,4R)-4-amino-1-(6-chloroimidazo[1,2-a]pyridine-2-carbonyl)pyrrolidin-2-yl)-N-(5-guanidinopentyl)thiazole-4-carboxamide N[C@@H]1C[C@H](N(C1)C(=O)C=1N=C2N(C=C(C=C2)Cl)C1)C=1SC=C(N1)C(=O)NCCCCCNC(=N)N